FC1=CC=CC=2N=C(OC21)[C@H]2N(CCC1=C2N=CN1)C(=O)C1=C(N=C(O1)C1=NC=CC=C1)C (S)-(4-(7-fluorobenzo[d]oxazol-2-yl)-6,7-dihydro-1H-imidazo[4,5-c]pyridin-5(4H)-yl)(4-methyl-2-(pyridin-2-yl)oxazol-5-yl)methanone